2-methyl-2-{4-[4-(pyridin-3-yl)-8,11,13,14,16-pentaazatetracyclo[8.6.0.02,7.011,15]-hexadec-1(10),2,4,6,8,12,14-heptaen-16-yl]Phenyl}propionitrile CC(C#N)(C)C1=CC=C(C=C1)N1C2=NN=CN2C=2C=NC3=CC=C(C=C3C12)C=1C=NC=CC1